N-prop-2-ynyl-1H-indole-3-carboxamide C(C#C)NC(=O)C1=CNC2=CC=CC=C12